C(C)C(CC(C(C(=O)[O-])S(=O)(=O)O)(C(=O)[O-])CC(CCCC)CC)CCCC.[Na+].[Na+] sodium di-(2-ethylhexyl)sulfosuccinate